CN1N=CC(=C1C)CNCC[C@]1(CCOC2(CCCC2)C1)C1=NC=CC=C1 [(1,5-dimethyl-1H-pyrazol-4-yl)methyl]({2-[(9R)-9-(pyridin-2-yl)-6-oxaspiro[4.5]decan-9-yl]ethyl})amine